benzyl-4-(oxetan-3-yl)piperazine C(C1=CC=CC=C1)N1CCN(CC1)C1COC1